o-dichloro-benzene ClC1=C(C=CC=C1)Cl